FC(C1=C(C=CC=C1)C1=C(C=CC=C1)C(F)(F)F)(F)F 2,2'-bis(trifluoromethyl)-[1,1'-biphenyl]